6-(2-(methylsulfonyl)pyrimidin-5-yl)-N-(prop-2-yn-1-yl)hex-5-ynyl-amide CS(=O)(=O)C1=NC=C(C=N1)C#CCCCC[N-]CC#C